3-(3-((tert-butoxycarbonyl)amino)phenyl)-4-methylpentanoic acid C(C)(C)(C)OC(=O)NC=1C=C(C=CC1)C(CC(=O)O)C(C)C